C(C)OS(=O)(=O)O.C(C)N1C(N(C=C1)C)C 1-ethyl-2,3-dimethylimidazole ethyl-sulfate